[P].C(C)OP(OCC)(=O)COS(=O)(=O)CC1=CC=CC=C1 P-toluenesulfonyloxymethyl-phosphonic acid diethyl ester phosphorus